1-methylpyridine-6-carbaldehyde oxime CN1CC=CC=C1C=NO